C1(=CC=CC=C1)SC([C@@H](CC(=O)O)NC1=C(C=C(C=C1)S(N)(=O)=O)S(=O)(=O)C(F)(F)F)C (3R)-4-(phenylthio)-3-((4-sulfamoyl-2-((trifluoromethyl)sulfonyl)phenyl)amino)pentanoic acid